3-(dimethoxy(methyl)silyl)butyl methacrylate C(C(=C)C)(=O)OCCC(C)[Si](C)(OC)OC